BrC1=CC(=C2C=CC=C3C(C=4C=CC=CC4C1=C23)(C)C)Br 1,3-dibromo-7,7-dimethyl-7H-benzo[de]anthracene